ClC1=CC=C(C(=N1)C=1C=C2C(=CN1)N(C=C2)CC(C(F)(F)F)(F)F)SCC 5-(6-chloro-3-ethylsulfanyl-2-pyridyl)-1-(2,2,3,3,3-pentafluoropropyl)pyrrolo[2,3-c]pyridine